C(OCCCCN(CC)CC)(OC(CCO)CCCCCCCCCCCC)=O 4-(diethylamino)butyl (1-hydroxypentadecan-3-yl) carbonate